C(C)C(C(=O)O)=CC1=CC(=C(C=C1)O)OC.C(\C=C\C1=CC(OC)=C(O)C=C1)(=O)OCC ethyl ferulate (ethyl 3-(4-hydroxy-3-methoxyphenyl)acrylate)